5-((3'-(Benzyloxy)-[1,1'-biphenyl]-3-yl)methoxy)-2-hydroxybenzoic acid C(C1=CC=CC=C1)OC=1C=C(C=CC1)C1=CC(=CC=C1)COC=1C=CC(=C(C(=O)O)C1)O